1-phenyl-3-[4-(trifluoromethoxy)phenyl]urea C1(=CC=CC=C1)NC(=O)NC1=CC=C(C=C1)OC(F)(F)F